C(CCC)S\C=C\C1=CC(=CC=C1)C(F)(F)F (E)-butyl(3-(trifluoromethyl)styryl)sulfane